ClC1=CC=C(C=C1)O para-monochlorophenol